4-[2-methyl-2-(4,5-dihydro-4,4-dimethyloxazol-2-yl)ethyl]phenethyl alcohol CC(CC1=CC=C(CCO)C=C1)C=1OCC(N1)(C)C